3-(5-(((1R,2R)-2-((3aR,4R,7S,7aS)-octahydro-2H-4,7-epoxyisoindol-2-yl)cyclopentyl)oxy)-1-oxoisoindolin-2-yl)piperidine-2,6-dione C1N(C[C@@H]2[C@H]3CC[C@@H]([C@H]12)O3)[C@H]3[C@@H](CCC3)OC=3C=C1CN(C(C1=CC3)=O)C3C(NC(CC3)=O)=O